ClC=1C=CC2=C(N(C(=N2)CC=2OC(=NN2)C=2C=NC=CC2)C2=CC=CC=C2)C1 2-((6-chloro-1-phenyl-1H-benzo[d]imidazol-2-yl)methyl)-5-(pyridin-3-yl)-1,3,4-oxadiazole